S(=O)(=O)(O)O.C1CCOS1(=O)=O 3-propanesultone sulfate